COCCOCOC1=CC=C2C(CC3(COC3)OC2=C1)=O 7-((2-methoxyethoxy)methoxy)spiro[chromane-2,3'-oxetan]-4-one